BrC1=CC=2C(=CSC2)C=C1 5-bromobenzo[c]thiophene